(S)-N-((1R,2R)-1-(2,3-dihydrobenzo[b][1,4]dioxin-6-yl)-1-hydroxy-3-(pyrrolidin-1-yl)propan-2-yl)-1-(1-methyl-1H-indazol-6-yl)pyrrolidine-3-carboxamide O1C2=C(OCC1)C=C(C=C2)[C@H]([C@@H](CN2CCCC2)NC(=O)[C@@H]2CN(CC2)C2=CC=C1C=NN(C1=C2)C)O